O=C1N(CC2=CC=CC=C12)N1CCCCC1 1-oxoisoindol-2-yl-Piperidine